C(C1=CC=CC=C1)OC(=O)NC1=CC(=NN1C(=O)OCC)[C@@H]1C[C@@H](CC1)OC(NC1(CCC1)C)=O ethyl 5-{[(benzyloxy) carbonyl] amino}-3-[(1S,3R)-3-{[(1-methylcyclobutyl) carbamoyl] oxy} cyclopentyl]-1H-pyrazole-1-carboxylate